CC1CN2C(SC1)=NC(=C(C2=O)C#N)C=2C=NC(=CC2)C2(COC2)C 3-methyl-8-(6-(3-methyloxetan-3-yl)pyridin-3-yl)-6-oxo-3,4-dihydro-2H,6H-pyrimido[2,1-b][1,3]thiazine-7-carbonitrile